CC1(C(NC(C1)=O)=O)C 3,3-dimethylpyrrolidine-2,5-dione